2-(5-(oxetan-3-yl)-3,4,5,7-tetrahydropyrrolo[3',2':5,6]pyrido[2,3-b][1,4]diazepin-1(2H)-yl)benzamide O1CC(C1)N1C2=C(N(CCC1)C1=C(C(=O)N)C=CC=C1)C=C1C(=N2)NC=C1